F[C@](C)(C1CCN(CC1)C)C1=NC2=CC(=NC=C2C=C1)NC1=C(C=C(C=C1)N1N=CC=C1)F 2-[(1R)-1-fluoro-1-(1-methylpiperidin-4-yl)ethyl]-N-[2-fluoro-4-(pyrazol-1-yl)phenyl]-1,6-naphthyridin-7-amine